N-((2R,3S)-2-(((cis-4-(2,6-difluorophenyl)cyclohexyl)oxy)methyl)piperidin-3-yl)methanesulfonamide FC1=C(C(=CC=C1)F)[C@H]1CC[C@H](CC1)OC[C@@H]1NCCC[C@@H]1NS(=O)(=O)C